methyl (S)-2-((2-((4-chloro-2-fluorobenzyl) oxy)-3-(trifluoromethyl)-5,8-dihydro-1,7-naphthyridin-7(6H)-yl) methyl)-1-(oxetan-2-ylmethyl)-1H-thieno[2,3-d]imidazole-5-carbimidate ClC1=CC(=C(COC2=NC=3CN(CCC3C=C2C(F)(F)F)CC=2N(C3=C(N2)SC(=C3)C(OC)=N)C[C@H]3OCC3)C=C1)F